CC1=C(C=CC(=C1)C)CN (2,4-dimethylphenyl)methylamine